CC=1C=C(C=C(C1)C1=C2C(=NC=C1)N(C=C2)C)NC(C=CC2=CC=CC=C2)=O N-(3-methyl-5-(1-methyl-1H-pyrrolo[2,3-b]pyridin-4-yl)phenyl)cinnamamide